2-(2-((4-methyl-benzylidene)hydrazono)-4-oxothiazolidin-5-yl)acetic acid CC1=CC=C(C=NN=C2SC(C(N2)=O)CC(=O)O)C=C1